N=S(=O)(C)C1=CC=C(C=C1)OC1=CC=NC2=C(C=NC=C12)OC imino(4-((8-methoxy-1,6-naphthyridin-4-yl)oxy)phenyl)(methyl)-λ6-sulfanone